[Zn].[Al].[In] indium aluminum zinc